C(C1=CC=CC=C1)OC([C@@H](NC([C@@H](N(C(CCC1=CC=CC2=CC=CC=C12)=O)C(=O)OC(C)(C)C)CC(C)C)=O)C(C)C)=O Boc-3-(1-naphthyl)-propionyl-leucyl-valine benzyl ester